N,3-dimethyl-4-(4-((3-(trifluoromethyl)benzyl)carbamoyl)phenyl)-1H-indole-2-carboxamide CNC(=O)C=1NC2=CC=CC(=C2C1C)C1=CC=C(C=C1)C(NCC1=CC(=CC=C1)C(F)(F)F)=O